C(CCNC(=O)C(F)(F)F)C[C@@H](C(=O)O)N N-ε-trifluoroacetyl-L-Lysine